N-methyl-morpholine sulfate S(=O)(=O)(O)O.CN1CCOCC1